cyclopentadecyl-1,2-propanediol C1(CCCCCCCCCCCCCC1)C(C(C)O)O